CN(C1(C(C(=O)C(C(=O)C2=CC=CC=C2)C2=CC=CC=C2)C=CC=C1)C)C 2-dimethylamino-2-methylbenzoyl-2-phenylacetophenone